COC1=CC=C(C=C1)C1=CC=C(C=C1)OC 4,4'-Dimethoxy-1,1'-biphenyl